alpha-cyanoacrylic acid isobutyl ester C(C(C)C)OC(C(=C)C#N)=O